dimethyldicarbonate COC(=O)OC(=O)OC